The molecule is the hydrochloride of colestipol, a highly cross-linked, high molecular weight copolymer of diethylenetriamine and epichlorohydrin (hydrochloride), with approximately 1 out of 5 amine nitrogens protonated. It is used for binding bile acids in the intestine, inhibiting their reabsorption. It has a role as an anticholesteremic drug. It contains a colestipol. C1C(O1)CCl.C(CNCCN)N.Cl